di(o-nitrobenzyloxy)vinylphenylsilane [N+](=O)([O-])C1=C(COC(=C[SiH2]C2=CC=CC=C2)OCC2=C(C=CC=C2)[N+](=O)[O-])C=CC=C1